ClC=1C=C(C=C(C1)Cl)NC1C(N(CCC1)C1CN(CCC1C)C(=O)OC(C)(C)C)=O trans-tert-Butyl 3-(3,5-dichlorophenylamino)-4'-methyl-2-oxo-1,3'-bipiperidine-1'-carboxylate